3-(trityl-mercapto)propionic acid C(C1=CC=CC=C1)(C1=CC=CC=C1)(C1=CC=CC=C1)SCCC(=O)O